C(CC=C)N(S(=O)(=O)C1=CC=C(C=C1)C)C1=C(C=CC=C1)C(=C)C1=CC=CC=C1 N-(but-3-en-1-yl)-4-methyl-N-(2-(1-phenyl-vinyl)phenyl)benzenesulfonamide